(7R,14R)-6-(methyl-d3)-11-(2-(3-methylazetidin-3-yl)pyrimidin-5-yl)-1-(prop-1-yn-1-yl)-6,7-dihydro-7,14-methanobenzo[f]benzo[4,5]imidazo[1,2-a][1,4]diazocin-5(14H)-one C(N1[C@H]2C=3N([C@@H](C4=C(C1=O)C=CC=C4C#CC)C2)C2=C(N3)C=CC(=C2)C=2C=NC(=NC2)C2(CNC2)C)([2H])([2H])[2H]